FC(C1=CN=C2N1N=C(C=C2)C2=CNC=1N=C(N=CC12)NCC(C)(C)C)F 5-(3-(difluoromethyl)imidazo[1,2-b]pyridazin-6-yl)-N-neopentyl-7H-pyrrolo[2,3-d]pyrimidin-2-amine